CC=1C(=NN(C1C)COCC[Si](C)(C)C)C1=NC(=NC=C1C(F)(F)F)SC 2-[[4,5-dimethyl-3-[2-methylsulfanyl-5-(trifluoromethyl)pyrimidin-4-yl]pyrazol-1-yl]methoxy]ethyl-trimethyl-silane